N1C=CC=2C1=CN=C(C2)NC(=O)C2=CSC=C2 N-(1H-pyrrolo[2,3-c]pyridin-5-yl)thiophene-3-carboxamide